(R)-1-(difluoromethylene)-5-(4-((tetrahydrofuran-3-yl)amino)pyrido[3,4-d]pyridazin-1-yl)-2,3-dihydro-1H-inden-4-ol FC(=C1CCC=2C(=C(C=CC12)C1=C2C(=C(N=N1)N[C@H]1COCC1)C=NC=C2)O)F